CN(C1CN(CC1)CC1=CC=C(C=C1)[N+](=O)[O-])C N,N-dimethyl-1-(4-nitrophenylmethyl)pyrrolidin-3-amine